9-benzenesulfonyloxy-10-methoxy-5,8,13,13a-tetrahydro-6H-[1,3]dioxolo[4,5-g]isoquino[3,2-a]isoquinoline C1(=CC=CC=C1)S(=O)(=O)OC1=C(C=CC=2CC3N(CCC4=CC5=C(C=C34)OCO5)CC12)OC